ClC1=C(C=CC=C1NC(=O)C1=CC=C(C=N1)CN[C@@H](CO)C(=O)OC)C1=C(C(=CC=C1)NC(C1=NC=C(C=C1)CNCCNC(CCCNC(OC(C)(C)C)=O)=O)=O)C methyl ((6-((2-chloro-3'-(5-(13,13-dimethyl-6,11-dioxo-12-oxa-2,5,10-triazatetradecyl)picolinamido)-2'-methyl-[1,1'-biphenyl]-3-yl)carbamoyl)pyridin-3-yl)methyl)-L-serinate